FC(C#N)F 2,2-difluoro-acetonitrile